3-(5-(1-((2-(trimethylsilyl)ethoxy)methyl)-1H-1,2,4-triazol-5-yl)pyridin-3-yl)phenylcycloheptylcarbamate C[Si](CCOCN1N=CN=C1C=1C=C(C=NC1)C=1C=C(C=CC1)N(C([O-])=O)C1CCCCCC1)(C)C